5-(1-methyl-1H-pyrazol-4-yl)-[1,2,4]triazolo[1,5-a]pyridine-2-carboxylic acid CN1N=CC(=C1)C1=CC=CC=2N1N=C(N2)C(=O)O